dimethylmethyl-ammonium chloride [Cl-].C[NH+](C)C